4-((4'-chloro-5,5-dimethyl-3,4,5,6-tetrahydro-[1,1'-biphenyl]-2-ylmethyl)piperazin-1-yl)-N-((3-nitro-4-(((tetrahydro-2H-pyran-4-yl)methyl)amino)phenyl)sulfonyl)benzamide ClC1=CC=C(C=C1)C1=C(CCC(C1)(C)C)CC1N(CCNC1)C1=CC=C(C(=O)NS(=O)(=O)C2=CC(=C(C=C2)NCC2CCOCC2)[N+](=O)[O-])C=C1